N-(4,4-difluorocyclohexyl)-4-fluorobenzene-1,3-diamine FC1(CCC(CC1)NC1=CC(=C(C=C1)F)N)F